(2S,4S)-4-((1H-imidazol-1-yl)methyl)-N-((R)-1-(1H-pyrrolo[3,2-c]pyridin-2-yl)ethyl)-4-fluoro-1-((phenoxathiine-3-carbonyl)glycyl)pyrrolidine-2-carboxamide N1(C=NC=C1)C[C@]1(C[C@H](N(C1)C(CNC(=O)C=1C=CC=2SC3=CC=CC=C3OC2C1)=O)C(=O)N[C@H](C)C1=CC=2C=NC=CC2N1)F